FC1=C2C=CNC2=CC(=C1OC=1C=CC(=C(C1)C=1NC=C(N1)CC=1C=C(C=CC1)CCC(=O)OC)F)F methyl 3-(3-((2-(5-((4,6-difluoro-1H-indol-5-yl)oxy)-2-fluorophenyl)-1H-imidazol-4-yl)methyl)phenyl)propanoate